[5-[5-[(1R)-1-(3,5-dichloro-4-pyridinyl)ethoxy]-1H-indazol-3-yl]-3-fluoro-2-pyridinyl]-1-methyl-1,8-diazaspiro[4.5]decan-2-one ClC=1C=NC=C(C1[C@@H](C)OC=1C=C2C(=NNC2=CC1)C=1C=C(C(=NC1)C1C(N(C2(C1)CCNCC2)C)=O)F)Cl